C[C@]12CC(C[C@](CC1)(N2)C)N(C2=CC=C(N=N2)C2=C(C=C(C(=C2)F)C=2C=NNC2)O)C 2-(6-(((1R,3s,5S)-1,5-dimethyl-8-azabicyclo[3.2.1]octan-3-yl)(methyl)amino)pyridazin-3-yl)-4-fluoro-5-(1H-pyrazol-4-yl)phenol